N,N-bis(triethylsilyl)aminoethyl-propylmethyldiethoxysilane C(C)[Si](N([Si](CC)(CC)CC)CCC(C)O[Si](OCC)(C)CCC)(CC)CC